ClC=1N=C(C2=C(N1)CCN(C2=O)C([2H])([2H])[2H])OC2=NC=1C=CC3=C(C1N=C2)C2=C(S3)C(N[C@@H](CN2)C)=O (R)-3-((2-chloro-6-(methyl-d3)-5-oxo-5,6,7,8-tetrahydropyrido[4,3-d]pyrimidin-4-yl)oxy)-10-methyl-9,10,11,12-tetrahydro-8H-[1,4]diazepino[5',6':4,5]thieno[3,2-f]quinoxalin-8-one